ClCC(=O)N1CCC(C(CC1)F)(C(F)(F)F)O 2-chloro-1-(5-fluoro-4-hydroxy-4-(trifluoromethyl)azepan-1-yl)ethanone